CC=1C(=C(C=C(C1CC)N)N)CC 5-methyl-4,6-diethyl-1,3-phenylenediamine